Methyl (S)-2-(4-bromo-2,6-difluorobenzyl)-1-(4,4-dimethyltetrahydrofuran-3-yl)-4-fluoro-1H-benzo[d]imidazole-6-carboxylate BrC1=CC(=C(CC2=NC3=C(N2[C@@H]2COCC2(C)C)C=C(C=C3F)C(=O)OC)C(=C1)F)F